C(C1=CC=CC=C1)OC1(COC1)C#N 3-(benzyloxy)oxetane-3-carbonitrile